2,6-dichloro-4-trifluoromethyl-phenyl-diazonium chloride [Cl-].ClC1=C(C(=CC(=C1)C(F)(F)F)Cl)[N+]#N